FC(C=1C(=NC=C(C1)C(F)(F)F)CC(=O)N1[C@@H]([C@@H](CC1)NC(=O)C1=NC=C(N=C1)C)C1=C(C(=CC=C1)OC([2H])([2H])[2H])C)(F)F N-[(2R,3R)-1-[2-[3,5-Bis(trifluoromethyl)-2-pyridyl]acetyl]-2-[2-methyl-3-(trideuteriomethoxy)phenyl]pyrrolidin-3-yl]-5-methyl-pyrazine-2-carboxamide